3-(3-((1r,3r)-3-(benzyloxy)cyclobutoxy)propoxy)tetrahydro-2H-pyran C(C1=CC=CC=C1)OC1CC(C1)OCCCOC1COCCC1